5-chloro-3-((5-(5-(difluoromethyl)-1,3,4-oxadiazole-2-yl)pyridine-2-yl)methyl)-1-(1-isopropylpiperidine-4-yl)-1,3-dihydro-2H-benzo[d]imidazole-2-one ClC1=CC2=C(N(C(N2CC2=NC=C(C=C2)C=2OC(=NN2)C(F)F)=O)C2CCN(CC2)C(C)C)C=C1